3-(2-((1s,5s)-9-Azabicyclo[3.3.1]nonan-9-yl)acetyl)-2,5-dimethyl-1H-pyrrol C12CCCC(CCC1)N2CC(=O)C2=C(NC(=C2)C)C